C(C)C1CCC(C2=CC=C(C=C12)C)=O 4-ethyl-6-methyl-3,4-dihydronaphthalen-1(2H)-one